1-(4-(trifluoro-methyl)cyclohexyl)-1H-indol-5-amine FC(C1CCC(CC1)N1C=CC2=CC(=CC=C12)N)(F)F